5-(7-fluoro-1-benzofuran-2-yl)-2-isopropyl-1,3-benzenediol FC1=CC=CC=2C=C(OC21)C=2C=C(C(=C(C2)O)C(C)C)O